4'-(((4-(ETHYLCARBAMOYL)PYRIDINE-2,6-DIYL)BIS(1H-1,2,3-TRIAZOLE-4,1-DIYL))BIS(4,1-PHENYLENE))DIBUTYRIC ACID C(C)NC(=O)C1=CC(=NC(=C1)C=1N=NN(C1)C1=CC=C(C=C1)CCCC(=O)O)C=1N=NN(C1)C1=CC=C(C=C1)CCCC(=O)O